FC([C@@H](C)OC1=CC=2N(C=C1C(=O)O)C=C(N2)C21COC(C2)(C1)C)F |r| Racemic-7-((1,1-difluoropropan-2-yl)oxy)-2-(1-methyl-2-oxabicyclo[2.1.1]hexan-4-yl)imidazo[1,2-a]pyridine-6-carboxylic acid